OP1(OCCC1)=O 2-hydroxy-1,2-oxaphospholan-2-one